1-ethyl-3-(3-methyl-5-(trifluoromethyl)phenyl)-8-((tetrahydro-2H-pyran-4-yl)methyl)-1,3,8-triazaspiro[4.5]decane-2,4-dione C(C)N1C(N(C(C12CCN(CC2)CC2CCOCC2)=O)C2=CC(=CC(=C2)C(F)(F)F)C)=O